tert-butyl (3-((7-methoxy-4-(1-methyl-3-phenyl-1H-pyrazol-4-yl)pyrido[3,2-d]pyrimidin-6-yl)carbamoyl)bicyclo[1.1.1]pentan-1-yl)carbamate COC1=CC=2N=CN=C(C2N=C1NC(=O)C12CC(C1)(C2)NC(OC(C)(C)C)=O)C=2C(=NN(C2)C)C2=CC=CC=C2